3,6-dibromopyrazine-2-carbonitrile BrC=1C(=NC(=CN1)Br)C#N